6,6a,7,8,9,10-hexahydrodipyrido[3,2-b:1',2'-d][1,4]oxazine-9-carbonitrile N1=CC=CC=2OCC3N(C21)CC(CC3)C#N